C1(=CC=CC=C1)C1=CC=C(C(=O)O[C@@H]2CC3[C@H](CC4=CC=CC(=C4C3)OC)[C@H]2CC[C@H](CCCCC)O)C=C1 [(1R,2R,9aS)-1-[(3S)-3-hydroxyoctyl]-5-methoxy-2,3,3a,4,9,9a-hexahydro-1H-cyclopenta[b]naphth-2-yl] 4-phenylbenzoate